COC(=O)C=1C=CC2=C(N(C(=N2)CN2C(C=C(C(=C2)F)Br)=O)CC23OCC(C2)C3)C1 1-((2-Oxabicyclo[2.1.1]hexane-1-yl)methyl)-2-((4-bromo-5-fluoro-2-oxopyridin-1(2H)-yl)methyl)-1H-benzo[d]imidazole-6-carboxylic acid methyl ester